[[7-(3-cyano-5-fluoro-phenoxy)-3-oxo-indan-4-yl]-(difluoromethyl)λ4-sulfanylidene]cyanamide C(#N)C=1C=C(OC=2C=CC(=C3C(CCC23)=O)S(C(F)F)=NC#N)C=C(C1)F